4-[3,5-bis(trifluoromethyl)phenoxy]-3-fluoro-N-(1,2,4-thiadiazol-5-yl)benzene-1-sulfonamide FC(C=1C=C(OC2=C(C=C(C=C2)S(=O)(=O)NC2=NC=NS2)F)C=C(C1)C(F)(F)F)(F)F